C(CCC)N(CC(=O)[O-])CCCC N,N-dibutylglycinat